C(C)OC(=O)C1=CC=2C(=NN(N2)C2=C(C=C(C=C2)OCC)O)C=C1 2-(2-hydroxy-4-ethoxyphenyl)2H-benzotriazole-5-carboxylic acid ethyl ester